CNS(=O)(=O)C1=C(C=CC(=C1)C)C#CC1=CC=CC=C1 N,5-dimethyl-2-phenylethynyl-benzenesulfonamide